tertiary butoxyethoxyethane C(C)(C)(C)OCCOCC